(3S,4S)-benzyl 3-amino-4-methylpyrrolidine-1-carboxylate N[C@@H]1CN(C[C@@H]1C)C(=O)OCC1=CC=CC=C1